(Triphenyl)Tetrazolium Chloride [Cl-].C1(=CC=CC=C1)N1N(N([NH+]=C1)C1=CC=CC=C1)C1=CC=CC=C1